1-(dichloromethoxy)-4-methylbenzene ClC(OC1=CC=C(C=C1)C)Cl